CC1=C(C=C(OCC2N(CCC2)C(=O)[O-])C=C1)C(NC1(CC1)C1=CC=CC2=CC=CC=C12)=O 2-((4-methyl-3-((1-(naphthalen-1-yl) cyclopropyl)carbamoyl)phenoxy)methyl)pyrrolidine-1-carboxylate